C1(=CC=CC=C1)[Se]CC(=O)C1=CC=C(C=C1)C 2-(phenylseleno)-1-(p-tolyl)ethan-1-one